N1N=CC(=C1)C=1C=C2C(=NC=NN2C1)N1CCN(CC1)C1=NC=C(C=N1)[C@@](C)(N)C1=CC=C(C=C1)F (S)-1-(2-(4-(6-(1H-pyrazol-4-yl)pyrrolo[2,1-f][1,2,4]triazin-4-yl)piperazin-1-yl)pyrimidin-5-yl)-1-(4-fluorophenyl)ethanamine